(4-bromopyridin-2-yl)-3-(4-{2-[(tert-butyldimethylsilyl)oxy]}Ethyl-piperazin-1-yl)acrylamide BrC1=CC(=NC=C1)C(C(=O)N)=CN1CCN(CC1)CCO[Si](C)(C)C(C)(C)C